ethane-1-carbamate C(C)NC(=O)[O-]